2-(4-(benzyloxy)phenyl)-4-cyclopropyl-1-methyl-1H-imidazole C(C1=CC=CC=C1)OC1=CC=C(C=C1)C=1N(C=C(N1)C1CC1)C